C(#N)CC(=O)N1C[C@@H](CCC1)OC1=NC=C(C2=CC(=C(C=C12)OC(C)C)C(=O)N)C#CC1CC(C1)=O (R)-1-((1-(2-cyanoacetyl)piperidin-3-yl)oxy)-7-isopropoxy-4-((3-oxocyclobutyl)ethynyl)isoquinoline-6-carboxamide